BrC=1C=C(C=C2C([C@H](COC12)CC=1C=CC(=C(OCC(=O)OC)C1)F)=O)C Methyl (S)-2-(5-((8-bromo-6-methyl-4-oxochroman-3-yl)methyl)-2-fluorophenoxy)acetate